4-(3-(phenylamino)prop-1-yne-1-yl)benzonitrile C1(=CC=CC=C1)NCC#CC1=CC=C(C#N)C=C1